(-)-(1R,3S,7R,8R,10S,13R)-5,5,7,9,9,13-HEXAMETHYL-4,6-DIOXATETRACYCLO[6.5.1.0(1,10).0(3,7)]TETRADECANE CC1(O[C@H]2C[C@@]34[C@H](C([C@H]([C@]2(O1)C)C4)(C)C)CC[C@H]3C)C